C(CCC)NCCC[Si](OC)(OC)OC N-(n-butyl)-3-aminopropyl-trimethoxysilan